[N+](=O)([O-])C1=CC(=C(C=C1)N1CCNCC1)C(F)(F)F 1-(4-nitro-2-trifluoromethyl-phenyl)-piperazine